2-[(1S)-4-amino-6,7-dichloro-8-methoxy-1-methyl-1H,2H,3H-pyrrolo[3,4-c]quinolin-2-yl]-2-oxoethyl acetate-TFA salt OC(=O)C(F)(F)F.C(C)(=O)OCC(=O)N1CC=2C(=NC=3C(=C(C(=CC3C2[C@@H]1C)OC)Cl)Cl)N